NC1=C(C(NC2=CC(=CC=C12)C12CC(C1)C2)=O)C(=O)O 4-amino-7-(bicyclo[1.1.1]pentan-1-yl)-2-oxo-1H-quinoline-3-carboxylic acid